CC1(C2C(NC3=CC=CC=C13)C1=C(SC2)C=2C=CC=CC2SC1)C 7,7-dimethyl-6a,7,12,12a-tetrahydro-6H,13H-thiochromeno[3',4':5,6]thiopyrano[4,3-b]quinoline